ClC=1C=C(C=CC1)C(CO)NC(=O)C1=CN(C=C1)C1=NC(=NC=C1C)NC1=CC2=C(OC(O2)(C)C)C=C1 N-(1-(3-chloro-phenyl)-2-hydroxy-ethyl)-1-(2-((2,2-dimethyl-benzo[d][1,3]dioxol-5-yl)amino)-5-methyl-pyrimidin-4-yl)-1H-pyrrole-3-carboxamide